N-(4-((4-(2,4-difluorophenyl)piperazin-1-yl)methyl)pyridin-2-yl)butyramide FC1=C(C=CC(=C1)F)N1CCN(CC1)CC1=CC(=NC=C1)NC(CCC)=O